N1=CC(=CC=C1)[C@@H]1[C@H](CNC1)C(=O)O (3r,4s)-4-(pyridin-3-yl)pyrrolidine-3-carboxylic acid